C1=CC(=CC=C1CCCCCCCCCCCCCCCCC(=O)OP(=O)(O)OC[C@@H]2[C@H]([C@H]([C@@H](O2)N3C=NC4=C(N=CN=C43)N)O)O)O The molecule is an acyclic mixed acid anhydride that results from the formal condensation of the phosphoryl group of AMP with the carboxy group of 17-(4-hydroxyphenyl)heptadecanoic acid. It is an adenosine 5'-phosphate, an acyclic mixed acid anhydride and a purine ribonucleoside 5'-monophosphate. It derives from an adenosine 5'-monophosphate and a 17-(4-hydroxyphenyl)heptadecanoic acid. It is a conjugate acid of a 17-(4-hydroxyphenyl)heptadecanoyl-AMP(1-).